C(=O)C=1N(C(N(C1)C1=CC(=C(C=N1)C#N)OC)=O)C(C)C 6-(4-formyl-3-isopropyl-2-oxo-2,3-dihydro-1H-imidazol-1-yl)-4-methoxypyridine-3-carbonitrile